1-(6-(Bromomethyl)quinolin-2-yl)cyclobutan-1-ol behenyl-vaccenate C(CCCCCCCCCCCCCCCCCCCCC)C(C(=O)OC1(CCC1)C1=NC2=CC=C(C=C2C=C1)CBr)CCCCCCCC\C=C\CCCCCC